(R)-(4-amino-8-chlorochroman-4-yl)methanol N[C@@]1(CCOC2=C(C=CC=C12)Cl)CO